N[C@H]1C[C@@H]2COC3=C(C(N2C1)=O)C(=CC(=C3)C)OC(C)C (2S,11aR)-2-amino-6-isopropoxy-8-methyl-2,3,11,11a-tetrahydro-1H,5H-benzo[f]pyrrolo[2,1-c][1,4]Oxazepine-5-one